C(C)(C)C1=NOC(=N1)C1CCN(CC1)C1=NN2C(S1)=NC(=C2)COC2=CC=C(C=C2)S(=O)(=O)C 3-isopropyl-5-(1-(6-((4-(methylsulfonyl)phenoxy)methyl)imidazo[2,1-b][1,3,4]thiadiazol-2-yl)piperidin-4-yl)-1,2,4-oxadiazol